N1C(NCC2=C1C=CN=C2)=O 3,4-dihydropyrido[4,3-d]pyrimidin-2(1H)-one